ClC=1C=CC2=C(OC3=C([Si]2(Cl)Cl)C=CC=C3)C1 3,10,10-trichloro-10H-dibenzo[b,e][1,4]oxasiline